4-((4-(tert-butyl) phenyl) (2-(6-(2,5-dioxo-2,5-dihydro-1H-pyrrol-1-yl) hexanyl) hydrazono) methyl)-2,3-dihydroxyphenyl furan-2-carboxylate O1C(=CC=C1)C(=O)OC1=C(C(=C(C=C1)C(=NNCCCCCCN1C(C=CC1=O)=O)C1=CC=C(C=C1)C(C)(C)C)O)O